1-(benzyl(2-(1-benzyl-1H-pyrazol-4-yl)-2-hydroxyethyl)amino)propan-2-ol C(C1=CC=CC=C1)N(CC(C)O)CC(O)C=1C=NN(C1)CC1=CC=CC=C1